C(C)(C)(C)C12N(C3=NC(=C(C=C3C(C1)(C2)O[Si](C2=CC=CC=C2)(C2=CC=CC=C2)C(C)(C)C)C=O)C(OC)OC)C(=O)OCCNC(C)C 2-(Isopropylamino)ethanol tert-butyl-7-(dimethoxymethyl)-4-((tert-butyldiphenylsilyl)oxy)-6-formyl-3,4-dihydro-2,4-methylene-1,8-naphthyridine-1(2H)-carboxylate